tert-butyl (2R,6S)-4-[8-[(7-fluoro-2-methyl-indazol-5-yl)carbamoyl]-2-[(1-methylpyrazol-4-yl)methoxy]quinazolin-5-yl]-2,6-dimethyl-piperazine-1-carboxylate FC1=CC(=CC2=CN(N=C12)C)NC(=O)C=1C=CC(=C2C=NC(=NC12)OCC=1C=NN(C1)C)N1C[C@H](N([C@H](C1)C)C(=O)OC(C)(C)C)C